C(C)(C)N1N=CC(=C1)C=1C=C(C=CC1)N(C(=O)[C@@H]1CC[C@H](CC1)CNC(OC(C)C)=O)C[C@@H]1CC[C@H](CC1)C1=CC(=C(C=C1)OC)C Isopropyl (((trans)-4-((3-(1-isopropyl-1H-pyrazol-4-yl)phenyl)(((trans)-4-(4-methoxy-3-methylphenyl)cyclohexyl)methyl) carbamoyl)cyclohexyl)methyl)carbamate